OC1C(C(CC1)=O)(C)C 3-hydroxy-2,2-dimethylcyclopentane-1-one